t-Butyl 4-((2-(1H-indol-3-yl)ethyl)amino)-2-(pyridin-3-yl)-7,8-dihydropyrido[4,3-d]pyrimidine-6(5H)-carboxylate N1C=C(C2=CC=CC=C12)CCNC=1C2=C(N=C(N1)C=1C=NC=CC1)CCN(C2)C(=O)OC(C)(C)C